Nonadecane-5,10-dione formate C(=O)O.CCCCC(CCCCC(CCCCCCCCC)=O)=O